C(C)(C)(C)C=1C=NC=C(C(=O)O)C1 5-tert-butyl-nicotinic acid